(R)-N-(3-(5-Fluoro-2-((2-fluoro-3-(methylsulfonyl)phenyl)amino)pyrimidin-4-yl)-1H-indol-7-yl)-2-(4-methyl-1,4-diazepan-1-yl)butanamid FC=1C(=NC(=NC1)NC1=C(C(=CC=C1)S(=O)(=O)C)F)C1=CNC2=C(C=CC=C12)NC([C@@H](CC)N1CCN(CCC1)C)=O